O[C@@]1(C(N(CC1)C)=O)C1=CC(=NO1)C1=NC(=CC=C1)C1=NC(=NC=C1)NC1=NC=C(C=C1)N1N=CN=C1C (R)-3-Hydroxy-1-methyl-3-(3-(6-(2-((5-(5-methyl-1H-1,2,4-triazol-1-yl)pyridin-2-yl)amino)pyrimidin-4-yl)pyridin-2-yl)isoxazol-5-yl)pyrrolidin-2-one